C(C1=CC=CC=C1)(C1=CC=CC=C1)N1CCC(CC1)N1CC2=CC=CC=C2CC1 2-(1-Benzhydrylpiperidin-4-yl)-1,2,3,4-Tetrahydroisoquinoline